(S)-1-(tert-butyl)-3-(7-(((tert-butyldimethylsilyl)oxy)methyl)-2-oxo-1-(1-phenylethyl)-1,2-dihydroquinoxalin-6-yl)urea C(C)(C)(C)NC(=O)NC=1C=C2N=CC(N(C2=CC1CO[Si](C)(C)C(C)(C)C)[C@@H](C)C1=CC=CC=C1)=O